N1(CCCCCC1)CCN1C(CNCC2=C1C=CC=C2)=O 1-(2-(azepan-1-yl)ethyl)-1,3,4,5-tetrahydro-2H-benzo[e][1,4]diazepin-2-one